CCC=O N-Propionaldehyde